aluminum dimyristoate C(CCCCCCCCCCCCC)(=O)[O-].C(CCCCCCCCCCCCC)(=O)[O-].[Al+2]